O=C(C(=O)O)C(C)C.FC1=CC=C(C(=O)NN)C=C1 p-fluorobenzoyl-hydrazine 2-oxoisovalerate